ethyl imidazo[1,2-a]pyrazine-2-carboxylate N=1C(=CN2C1C=NC=C2)C(=O)OCC